C1(=CC=CC=C1)CC(=O)N1CC2(CC2C1)C#CC1=NC=CC=C1 2-phenyl-1-(1-(pyridin-2-ylethynyl)-3-azabicyclo[3.1.0]hexan-3-yl)ethanone